CP(=O)(C)C1=CC2=C(N(C(=N2)NC(CC2=CC(=C(OC3=C(C(=O)N)C=CC=N3)C=C2)F)=O)CC(F)(F)F)C=C1 2-(4-(2-((5-(dimethylphosphoryl)-1-(2,2,2-trifluoroethyl)-1H-benzo[d]imidazol-2-yl)amino)-2-oxoethyl)-2-fluorophenoxy)nicotinamide